[N-](S(=O)(=O)C(F)(F)F)S(=O)(=O)C(F)(F)F.C(CCCCCCCCCCCCCCC)N1CN(C=C1)C 1-hexadecyl-3-methylimidazole bis(trifluoromethanesulfonyl)imide salt